ethyl-tributyl-phosphorus iodide C(C)P(CCCC)(CCCC)(CCCC)I